[Si](C)(C)(C(C)(C)C)OCC1CCC(N1)=O 5-((tert-butyldimethylsilyloxy)methyl)pyrrolidin-2-one